1-[4-(3,5-dicyclopropyl-1H-pyrazol-1-yl)phenyl]-3-(quinolin-6-yl)urea C1(CC1)C1=NN(C(=C1)C1CC1)C1=CC=C(C=C1)NC(=O)NC=1C=C2C=CC=NC2=CC1